N-[(2E)-3-[(3-fluoro-4-methoxyphenyl)({[(oxetan-3-yl)methyl]imino})oxo-λ6-sulfanyl]prop-2-en-1-yl]-2-oxo-1,2,5,6,7,8-hexahydroquinoline-3-carboxamide FC=1C=C(C=CC1OC)S(/C=C/CNC(=O)C=1C(NC=2CCCCC2C1)=O)(=O)=NCC1COC1